methylbenzotriazole sodium chloride salt [Cl-].[Na+].CC1=CC=CC=2NN=NC21